β-(3,4-Epoxycyclohexyl)ethyltrimethoxysilan C1(CC2C(CC1)O2)CC[Si](OC)(OC)OC